N-{[3-(8-{[(3S,4R)-3-fluoro-1-methylpiperidin-4-yl]amino}-3-[(trifluoromethyl)sulfanyl]indolizin-2-yl)-1,2,4-oxadiazol-5-yl]methyl}-1-(4-fluorophenyl)cyclopropane-1-carboxamide F[C@H]1CN(CC[C@H]1NC1=CC=CN2C(=C(C=C12)C1=NOC(=N1)CNC(=O)C1(CC1)C1=CC=C(C=C1)F)SC(F)(F)F)C